O1C(=CC=C1)C(CO)O furan-2-ylethane-1,2-diol